N-(4-cyanobicyclo[2.2.2]octan-1-yl)-2-((N,N-dimethylsulfamoyl)amino)-5-(pentafluoro-λ6-sulfanyl)benzamide C(#N)C12CCC(CC1)(CC2)NC(C2=C(C=CC(=C2)S(F)(F)(F)(F)F)NS(N(C)C)(=O)=O)=O